2-methylnonyl tetracosanate C(CCCCCCCCCCCCCCCCCCCCCCC)(=O)OCC(CCCCCCC)C